(S)-1-(5-methyl-3-phenyl-4,5-dihydro-3H-imidazo[1,5-a]pyrazolo[4,3-c]pyridin-7-yl)ethane-1-on C[C@H]1CC2=C(C=3N1C(=NC3)C(C)=O)C=NN2C2=CC=CC=C2